C1(CC1)N1CC(CC1=O)C(=O)O 1-Cyclopropyl-5-oxopyrrolidine-3-carboxylic acid